C(C)(C)(C)OC(=O)N1C2CN(CC1CC2)C2=NC=NC=1NC(CN(C21)CC)=O 3-(5-ethyl-7-oxo-6,8-dihydropteridin-4-yl)-3,8-diazabicyclo[3.2.1]octane-8-carboxylic acid tert-butyl ester